CC(C=CC(=O)O)CCC=C(CCC=C(C)C)C 4,8,12-trimethyltridec-2,7,11-trienoic acid